C(C)O[Si](OCC)(OCC)CN1CCOCC1 4-(Triethoxysilylmethyl)tetra-hydro-1,4-oxazin